C1(CCCCC1)C(C(=O)OCC)C ethyl 2-cyclohexylpropanoate